(1S,4s)-4-(4-(((R)-1-(3-(difluoromethyl)-2-fluorophenyl)ethyl)amino)-2-methyl-7-oxo-7,8-dihydropyrido[2,3-d]pyrimidin-6-yl)-4-hydroxy-N,N-dimethylcyclohexanecarboxamide FC(C=1C(=C(C=CC1)[C@H](C)NC=1C2=C(N=C(N1)C)NC(C(=C2)C2(CCC(CC2)C(=O)N(C)C)O)=O)F)F